(4aR,8aS)-6-[3-[[3-(trifluoromethoxy)phenyl]methyl]azetidine-1-carbonyl]-4,4a,5,7,8,8a-hexahydropyrido[4,3-b][1,4]oxazin-3-one FC(OC=1C=C(C=CC1)CC1CN(C1)C(=O)N1C[C@@H]2[C@@H](OCC(N2)=O)CC1)(F)F